decyl-(sulfophenoxy)benzenesulfonic acid C(CCCCCCCCC)C=1C(=C(C=CC1)S(=O)(=O)O)OC1=C(C=CC=C1)S(=O)(=O)O